FC1=CC=C(C(=O)N2C(C=3N(CC2)C(=NC3N(C(CN(C([O-])=O)C)=O)C)C3=NC(=NS3)C)C)C=C1 2-((7-(4-Fluorobenzoyl)-8-methyl-3-(3-methyl-1,2,4-thiadiazol-5-yl)-5,6,7,8-Tetrahydroimidazo[1,5-a]pyrazin-1-yl)(methyl)amino)-2-oxoethyl(methyl)carbamate